N1C(OC2(C3=C1N=CN=C3)COC2)=O spiro[oxetan-3,4'-pyrimido[4,5-d][1,3]oxazine]-2'(1'H)-one